1-(5-(6-chloro-7-fluoro-5-methoxy-1-methyl-3-(1H-pyrazol-4-yl)-1H-indol-2-yl)-1H-1,2,4-triazol-3-yl)-N,N-dimethylethan-1-amine ClC1=C(C=C2C(=C(N(C2=C1F)C)C1=NC(=NN1)C(C)N(C)C)C=1C=NNC1)OC